5-{4-[4-({[3-(trifluoromethoxy)phenyl]methyl}carbamoyl)-1H-1,2,3-triazol-1-yl]butyl}-N-{[5-(trifluoromethyl)pyridin-3-yl]methyl}-1,3,4-thiadiazole-2-carboxamide FC(OC=1C=C(C=CC1)CNC(=O)C=1N=NN(C1)CCCCC1=NN=C(S1)C(=O)NCC=1C=NC=C(C1)C(F)(F)F)(F)F